N-(2-(3,3-difluoropyrrolidin-1-yl)-4-(3,4-dihydro-2H-pyran-6-yl)pyridin-3-yl)-2-isopropylpyrimidine-5-carboxamide FC1(CN(CC1)C1=NC=CC(=C1NC(=O)C=1C=NC(=NC1)C(C)C)C1=CCCCO1)F